N'-(2,5-Dimethyl-4-phenoxyphenyl)-N-ethyl-N-methylimidoformamide CC1=C(C=C(C(=C1)OC1=CC=CC=C1)C)N=CN(C)CC